C(C)(C)(C)N1N=NC(=C1)C(=O)N[C@H]1C2=C(CN(CC1)CC(F)(F)F)C=C(C=C2)C=2C=1N(C=C(N2)C=2C=NN(C2)C)N=CC1 (R)-1-(tert-butyl)-N-(8-(6-(1-methyl-1H-pyrazol-4-yl)pyrazolo[1,5-a]pyrazin-4-yl)-2-(2,2,2-trifluoroethyl)-2,3,4,5-tetrahydro-1H-benzo[c]azepin-5-yl)-1H-1,2,3-triazole-4-carboxamide